COCC1=NC2=C(N1)C=C(C=C2C(=O)NCC2=C(C=CC=C2)C(F)(F)F)NC(=O)C2=C(C=CC=C2)C(F)(F)F 2-(Methoxymethyl)-N-[2-(trifluoromethyl)benzyl]-6-({[2-(trifluoromethyl)phenyl]carbonyl}amino)-1H-benzoimidazole-4-carboxamide